7-benzyloxy-tryptophan C(C1=CC=CC=C1)OC1=C2NC=C(C[C@H](N)C(=O)O)C2=CC=C1